(R)-6-methoxy-6'-methylbiphenyl-2,2'-dicarboxaldehyde COC=1C=CC=C(C1C=1C(=CC=CC1C)C=O)C=O